8-fluoro-N-hydroxy-2-(((1R,5S)-8-methyl-8-azabicyclo[3.2.1]octan-3-yl)methyl)-1,2,3,4-tetrahydroisoquinoline-6-carboxamide FC=1C=C(C=C2CCN(CC12)CC1C[C@H]2CC[C@@H](C1)N2C)C(=O)NO